S(C)(=O)(=O)O.S(C)(=O)(=O)O.CC(CN1C(=NC=2C1=NC=CC2)N)(C)C 3-(2,2-dimethyl-propyl)-3H-imidazo[4,5-b]pyridin-2-ylamine dimesylate